C(C)N(C(C=CC1=CC=C(C=C1)F)=O)CC=1SC=CC1 N-ethyl-3-(4-fluorophenyl)-N-(thiophen-2-ylmethyl)propenamide